S1SSCC1 1,3-dithiathiolane